N,N-diethyl-N,N-di(2-hydroxyethyl)ammonium C(C)[N+](CCO)(CCO)CC